(5-fluoro-2-hydroxyphenyl)boric acid FC=1C=CC(=C(C1)OB(O)O)O